C(C)(C)(C)OC(=O)C(CC1CCNCC1)N 4-(2-t-butoxycarbonyl-aminoethyl)piperidine